Ethyl 2-[4-[5-[bis(tert-butoxycarbonyl)amino]-4-cyano-1-isopropyl-pyrazol-3-yl]-2-chloro-3-fluoro-phenyl]acetate C(C)(C)(C)OC(=O)N(C1=C(C(=NN1C(C)C)C1=C(C(=C(C=C1)CC(=O)OCC)Cl)F)C#N)C(=O)OC(C)(C)C